8-bromo-6-(2,6-dichlorophenyl)-2-[4-(4-methylpiperazin-1-yl)anilino]pyrido[4,3-d]pyrimidin-5-one BrC1=CN(C(C2=C1N=C(N=C2)NC2=CC=C(C=C2)N2CCN(CC2)C)=O)C2=C(C=CC=C2Cl)Cl